C(C=C)(=O)N1[C@@H](COCC1)C=1C=C(C=C(C1)Cl)C=1C=NC(N(C1)C)=O (R)-5-(3-(4-acryloylmorpholin-3-yl)-5-chlorophenyl)-1-methylpyrimidin-2(1H)-one